C(C)OC(\C=C(\C)/NC1=CC(=C(C=C1)Br)OC)=O (Z)-Ethyl-3-((4-bromo-3-methoxyphenyl)amino)but-2-enoate